C(=O)(O)C([C@@H]1[C@H](C[C@@H](O1)N1C(=O)N=C(N)C=C1)O)O 5'-carboxy-deoxycytidine